COC1=C2C(C=CC(C2=CC=C1)=O)=O 5-methoxy-1,4-naphthoquinone